NC1=CC=C(C=C1)S(=O)(=O)NC=1SC(=NN1)C 4-amino-N-(5-methyl-1,3,4-thiadiazole-2-yl)-1-benzenesulfonamide